N-{2-[4-amino-7-(1H-pyrazol-5-yl)-1H-pyrrolo[3,2-c]quinolin-2-yl]ethyl}propanamide NC1=NC=2C=C(C=CC2C2=C1C=C(N2)CCNC(CC)=O)C2=CC=NN2